6-[3-(4-pyridyl)propoxy]-2-[6-(trifluoromethyl)-2-pyridyl]-3H-quinazolin-4-one N1=CC=C(C=C1)CCCOC=1C=C2C(NC(=NC2=CC1)C1=NC(=CC=C1)C(F)(F)F)=O